4-Fluoro-N-[(1S,2S)-2-hydroxycyclohexyl]-3-({[5-(pyrimidin-2-yl)pyridin-3-yl]amino}methyl)benzamide FC1=C(C=C(C(=O)N[C@@H]2[C@H](CCCC2)O)C=C1)CNC=1C=NC=C(C1)C1=NC=CC=N1